OC(COC1=CC=C(C=C1)C(CC)N1C[C@@H](N(C[C@@H]1C)C1=CC(N(C=2C=CC(=NC12)C#N)C)=O)C)(C)C |&1:18| 8-((2S,SR)-4-(1-(4-(2-hydroxy-2-methylpropoxy)phenyl)propyl)-2,5-dimethylpiperazin-1-yl)-5-methyl-6-oxo-5,6-dihydro-1,5-naphthyridine-2-carbonitrile